(R)-1-(3-Cyanophenyl)-N-((1-cyanopyrrolidin-3-yl)methyl)-1H-1,2,3-triazol-4-carboxamid C(#N)C=1C=C(C=CC1)N1N=NC(=C1)C(=O)NC[C@@H]1CN(CC1)C#N